1-(2-bromo-5-chloro-3-fluorophenyl)ethanone BrC1=C(C=C(C=C1F)Cl)C(C)=O